CC1=NC(=NN1C1=CC=C(C=C1)C(C)(C)C1=CC=C(C=C1)C=1C=NC(=CC1)N1CCCC1)C(=O)N 5-methyl-1-(4-(2-(4-(6-(pyrrolidin-1-yl)pyridin-3-yl)phenyl)propan-2-yl)phenyl)-1H-1,2,4-triazole-3-carboxamide